C(C1=CC=CC=C1)OC=1C(=NC(=C2C=C(C(N(C12)C)=O)Br)Cl)C 8-(benzyloxy)-3-bromo-5-chloro-1,7-dimethyl-1,6-naphthyridin-2(1H)-one